niobium fluoride salt [F-].[Nb+5].[F-].[F-].[F-].[F-]